BrC=C1C(N(C(N1CC=1C=NC=NC1)=O)CCO[Si](C)(C)C(C)(C)C)=O 5-bromomethylene-3-(2-(tert-butyldimethylsilyloxy)ethyl)-1-(pyrimidine-5-ylmethyl)imidazolidine-2,4-dione